Cyclobutanecarboxylic acid methyl ester (trifluoroacetate) FC(C(=O)O)(F)F.COC(=O)C1CCC1